ClC=1C=C2C=CN(C2=C(C1)C1=C2C(=NC=C1)C=C(S2)CN2C(N(C=C(C2=O)Cl)CC(F)F)=O)CC2(CCNCC2)C#N 4-((5-chloro-7-(2-((5-chloro-3-(2,2-difluoroethyl)-2,6-dioxo-3,6-dihydropyrimidin-1(2H)-yl)methyl)thieno[3,2-b]pyridin-7-yl)-1H-indol-1-yl)methyl)piperidine-4-carbonitrile